C(C1=CC=CC=C1)OC(=O)N[C@H](C(=O)N1[C@@H]([C@H]2C([C@H]2C1)(C)C)C(=O)O)[C@@H](C)OC1(CC1)C1CC1 (1R,2S,5S)-3-[(2S,3R)-2-(benzyloxycarbonylamino)-3-(1-cyclopropylcyclopropoxy)butanoyl]-6,6-dimethyl-3-azabicyclo[3.1.0]hexane-2-carboxylic acid